(S)-N-(4-(chlorodifluoromethoxy)phenyl)-3-hydroxy-6-(1H-pyrazol-5-yl)-3,4-dihydro-2H-benzo[4,5]imidazo[2,1-b][1,3]oxazine-8-carboxamide ClC(OC1=CC=C(C=C1)NC(=O)C=1C=C(C2=C(N=C3OC[C@H](CN32)O)C1)C1=CC=NN1)(F)F